OC1=CC=C(C=C1)/C=C/C(=O)C1=CC=C(C=C1)C(C)C (E)-3-(4-Hydroxyphenyl)-1-(4-propan-2-ylphenyl)prop-2-en-1-one